FC(C1=NOC(=C1)C1=NC(=NC=2C=CC=C(C12)O)C(F)(F)F)F 4-[3-(difluoromethyl)isoxazol-5-yl]-2-(trifluoromethyl)quinazolin-5-ol